COC(C1=C(C(=C(C(=C1)C)O)C)[N+](=O)[O-])=O 4-hydroxy-3,5-dimethyl-2-nitrobenzoic acid methyl ester